5-bromo-2-(2-methyl-2-azaspiro[3.3]heptan-6-yl)-1,3-benzothiazole BrC=1C=CC2=C(N=C(S2)C2CC3(CN(C3)C)C2)C1